(R)-N-ethyl-5-fluoro-N-isopropyl-2-((5-(2-(1-((3-methoxypropyl)(methyl)amino)-4-methylpentan-3-yl)-2,6-diazaspiro[3.4]octan-6-yl)-1,2,4-triazin-6-yl)oxy)benzamide C(C)N(C(C1=C(C=CC(=C1)F)OC1=C(N=CN=N1)N1CC2(CN(C2)[C@H](CCN(C)CCCOC)C(C)C)CC1)=O)C(C)C